((4-isopropylphenoxy)(perfluorophenoxy)phosphoryl)-L-alanine ethyl ester C(C)OC([C@@H](NP(=O)(OC1=C(C(=C(C(=C1F)F)F)F)F)OC1=CC=C(C=C1)C(C)C)C)=O